4-(2,6-Diisopropylphenyl)benzenesulfonic acid C(C)(C)C1=C(C(=CC=C1)C(C)C)C1=CC=C(C=C1)S(=O)(=O)O